N-(4-Aminopyridin-2-yl)-N-(2-chloro-4-fluorophenyl)acetamide NC1=CC(=NC=C1)N(C(C)=O)C1=C(C=C(C=C1)F)Cl